CC1=CC=C(C=C1)S(=O)(=O)[O-].C(C)(C)(C)C1=CC=C(C=C1)[I+]C1=CC=C(C=C1)C(C)(C)C bis(4-tert-butylphenyl)iodonium p-toluenesulfonic acid salt